molybdenum oxide didecyldithiocarbamate C(CCCCCCCCC)N(C([S-])=S)CCCCCCCCCC.[Mo+2]=O.C(CCCCCCCCC)N(C([S-])=S)CCCCCCCCCC